disodium 1,5-naphthalenedisulfonate C1(=CC=CC=2C(=CC=CC12)S(=O)(=O)[O-])S(=O)(=O)[O-].[Na+].[Na+]